(5-bromoindazol-2-yl)-1-(hydroxymethyl)cyclohexanol BrC1=CC2=CN(N=C2C=C1)C1C(CCCC1)(O)CO